4-[2,2-difluoroethyl-[2-[2-(1-methylpyrazol-4-yl)ethynyl]-4-pyridyl]amino]-5-fluoro-1-(trideuteriomethyl)quinazolin-2-one FC(CN(C1=NC(N(C2=CC=CC(=C12)F)C([2H])([2H])[2H])=O)C1=CC(=NC=C1)C#CC=1C=NN(C1)C)F